Cl.FC=1C=C(C=CC1F)[C@@H]1CN(C[C@H]1NC(=O)NC1=C2C(=NN1C1=CC=CC=C1)CCC2)C(C(=O)O)COC 2-((3R,4S)-3-(3,4-difluorophenyl)-4-(3-(2-phenyl-2,4,5,6-tetrahydrocyclopenta[c]pyrazol-3-yl)ureido)pyrrolidin-1-yl)-3-methoxypropionic acid hydrochloride